COC(CO[C@H]1COC2=CC=CC=C2[C@@H]1NC=1C2=C(N=CN1)NC(=C2)C(F)(F)F)(C)C N-[(3R,4S)-3-(2-METHOXY-2-METHYL-PROPOXY)CHROMAN-4-YL]-6-(TRIFLUOROMETHYL)-7H-PYRROLO[2,3-D]PYRIMIDIN-4-AMINE